BrC1=CC(=C2C(=NC=NC2=C1)NC1=CC2=C(N=CS2)C=C1)O[C@H](C)C1COC1 (R)-N-(7-bromo-5-(1-(oxetan-3-yl)ethoxy)quinazolin-4-yl)benzo[d]thiazol-6-amine